FC(OC1=C(C=CC=C1)[C@H]1CCN2C1C1=CC(=CC=C1C2=O)C=2C(=NC(=NC2)C(C)(C)O)C)F (1R)-1-(2-(difluoromethoxy)phenyl)-8-(2-(2-hydroxypropan-2-yl)-4-methylpyrimidin-5-yl)-2,3-dihydro-1H-pyrrolo[2,1-a]isoindol-5(9bH)-one